C(C)OC(C(C)(C)OC1=CC=C(C=C1)C1=C(C(=CC(=C1)Cl)F)NS(=O)(=O)C=1C=NC=C(C1)CC)=O 2-({5'-chloro-2'-[(5-ethylpyridine-3-sulfonyl)amino]-3'-fluoro[1,1'-biphenyl]-4-yl}oxy)-2-methylpropanoic acid ethyl ester